C(C)(C)OCCO[Ti] isopropoxyethoxytitanium